C(C)C1=C(C(=CC(=C1)CC)CC)CC[Mg] 2,4,6-triethylphenylethylmagnesium